[6-(Difluoromethoxy)pyridin-2-yl](5-{[2-(4-isopropylphenyl)imidazo[1,2-a]pyrimidin-3-yl]-methyl}-2,5-diazabicyclo[2.2.2]oct-2-yl)-methanone FC(OC1=CC=CC(=N1)C(=O)N1C2CN(C(C1)CC2)CC2=C(N=C1N2C=CC=N1)C1=CC=C(C=C1)C(C)C)F